(S)-8,8-dimethyl-2-oxo-7,8-dihydro-2H,6H-pyrano[3,2-g]chromen-7-yl (E)-3-(4-fluorophenyl)acrylate FC1=CC=C(C=C1)/C=C/C(=O)O[C@H]1CC=2C=C3C=CC(OC3=CC2OC1(C)C)=O